FC(C(C(F)(F)F)(O)C1=CC=C(C=C1)C1=CC=CC=C1)(F)F 4'-(1,1,1,3,3,3-hexafluoro-2-hydroxypropan-2-yl)-[1,1'-biphenyl]